2-[5-[1-(2-fluoro-6-methyl-phenyl)-piperidin-4-yl]-6-oxo-7-(2-trifluoromethyl-benzyl)-4,5,6,7-tetrahydro-pyrazolo[3,4-d]pyrimidin-2-yl]-isobutyramide FC1=C(C(=CC=C1)C)N1CCC(CC1)N1C(N(C=2C(C1)=CN(N2)C(C(=O)N)(C)C)CC2=C(C=CC=C2)C(F)(F)F)=O